C(#N)C=1C(=NN(C1NCC1=CC=C(C=C1)F)C(C1=C(C=CC=C1)F)=O)C1C(N(CCN1)S(=O)(=O)N(C)C)C(F)(F)F 3-[4-Cyano-1-(2-fluorobenzoyl)-5-{[(4-fluorophenyl)methyl]amino}-1H-pyrazol-3-yl]-N,N-dimethyl-2-(trifluoromethyl)piperazin-1-sulfonamid